1-[(2R,4S,5R)-4-[(tert-butyldimethylsilyl)oxy]-5-{[(tertbutyldimethylsilyl)oxy]methyl}-5-(chloromethyl)oxolan-2-yl]-5-methyl-3H-pyrimidine [Si](C)(C)(C(C)(C)C)O[C@H]1C[C@@H](O[C@]1(CCl)CO[Si](C)(C)C(C)(C)C)N1CNCC(=C1)C